C(CCC)OC=1N=C(C2=C(N1)C=CC=N2)NC2CCCC2 2-butoxy-N-cyclopentyl-pyrido[3,2-d]pyrimidin-4-amine